C(C)C(CN(CN1N=NC2=C1C=CC=C2C)CC(CCCC)CC)CCCC bis(2-ethylhexyl)[(4-methyl-1H-1,2,3-benzotriazol-1-yl)methyl]amine